N(=[N+]=[N-])CC(CCCC(C(=O)OC)(C)C1=CC(=CC=C1)I)O[Si](C)(C)C(C)(C)C methyl 7-azido-6-((tert-butyldimethylsilyl) oxy)-2-(3-iodophenyl)-2-methylheptanoate